O-hydroxybenzyl-iminodiacetic acid OOC(CNC(C(=O)O)CC1=CC=CC=C1)=O